C12CN(CC(CC1)N2)C=2C1=C(N=C(N2)OCC2(CC2)CN2C[C@@H](CC2)F)CN(CC1)C1=CC(=CC2=CC=CC(=C12)C)O 4-(4-(3,8-diazabicyclo[3.2.1]octan-3-yl)-2-((1-(((R)-3-fluoropyrrolidin-1-yl)methyl)cyclopropyl)methoxy)-5,8-dihydropyrido[3,4-d]pyrimidin-7(6H)-yl)-5-methylnaphthalen-2-ol